1-phenyl-3-butene C1(=CC=CC=C1)CCC=C